CN1N=CC(=C1)C1=NC2=CC=CC=C2C=C1 2-(1-methyl-1H-pyrazol-4-yl)quinolin